4-(3-((1-((Benzyloxy)carbonyl)piperidin-4-yl)oxy)propyl)piperazine-1-carboxylate C(C1=CC=CC=C1)OC(=O)N1CCC(CC1)OCCCN1CCN(CC1)C(=O)[O-]